1-(1-Iodoethenyl)-4-(trifluoromethyl)benzene IC(=C)C1=CC=C(C=C1)C(F)(F)F